N-{(1S)-1-Cyclohexyl-2-oxo-2-[(2-oxospiro[1H-indole-3,4'-oxane]-6-yl)amino]ethyl}-2-(2,2,2-trifluoroethyl)pyrazole-3-carboxamide C1(CCCCC1)[C@@H](C(NC1=CC=C2C(=C1)NC(C21CCOCC1)=O)=O)NC(=O)C=1N(N=CC1)CC(F)(F)F